FC(CNC(=O)C1=CN=C2N1C=C(C=C2)C2=CNC1=NC=C(C=C12)NC(C1=CC(=NC=C1)N1CCNCC1)=O)F N-(2,2-difluoroethyl)-6-(5-(2-(piperazin-1-yl)isonicotinamido)-1H-pyrrolo[2,3-b]pyridin-3-yl)imidazo[1,2-a]pyridine-3-carboxamide